7-fluoronaphthalen-2-ol FC1=CC=C2C=CC(=CC2=C1)O